5,6-difluoro-1-(oxan-2-yl)-3-[5H,6H,7H,8H-pyrido[2,3-b]pyrazin-2-yl]indazole FC=1C=C2C(=NN(C2=CC1F)C1OCCCC1)C=1N=C2C(=NC1)NCCC2